FC1=C(C=CC=C1)C1=NN(C=C1C=1C2=C(N=CN1)C=C(C(=N2)NC(=O)[C@@]21COC[C@H]1C2)OC)C (1S,5S)-N-(4-(3-(2-fluorophenyl)-1-methyl-1H-pyrazol-4-yl)-7-methoxypyrido[3,2-d]pyrimidin-6-yl)-3-oxabicyclo[3.1.0]hexane-1-carboxamide